5-(((2S,4R)-4-fluoro-1-methylpyrrolidin-2-yl)methoxy)-2-methyl-N-(1-(2-(1-methyl-1H-pyrazol-4-yl)quinolin-4-yl)cyclopropyl)benzamide F[C@@H]1C[C@H](N(C1)C)COC=1C=CC(=C(C(=O)NC2(CC2)C2=CC(=NC3=CC=CC=C23)C=2C=NN(C2)C)C1)C